N1[C@@H](CCC1)C(=O)O.C1(=CC=CC=C1)C1=CC=CC=C1.COC1=C2CC[C@@H](CC2=CC=C1)NCCC (S)-5-methoxy-N-n-propyl-1,2,3,4-tetrahydronaphthalen-2-amine, (biphenyl)-L-prolinate salt